S1C(NC2=C1C=CC=C2)=O 2-benzothiazolinon